N1(N=NC=C1)C[C@@H]1C[C@H](CN1C#N)N(C(=O)C=1OC(=CN1)C1=C(C=CC(=C1)C#N)C1CC1)C1CC1 N-((3R,5S)-5-((1H-1,2,3-triazol-1-yl)methyl)-1-cyanopyrrolidin-3-yl)-5-(5-cyano-2-cyclopropylphenyl)-N-cyclopropyloxazole-2-carboxamide